4-(3-Chloroanilino)-6'-[2-(4-methylpiperazin-1-yl)ethoxy]-2'-{(2R)-2-methyl-3-[(thieno[3,2-b]pyridin-7-yl)oxy]propyl}-2',3'-dihydrospiro[cyclohexane-1,1'-indene]-4-carboxylic acid ClC=1C=C(NC2(CCC3(C(CC4=CC=C(C=C34)OCCN3CCN(CC3)C)C[C@H](COC3=C4C(=NC=C3)C=CS4)C)CC2)C(=O)O)C=CC1